tert-butyl 2-(dimethylcarbamoyl)-3-methyl-6,7-dihydropyrazolo[1,5-a]pyrazine-5(4H)-carboxylate CN(C(=O)C1=NN2C(CN(CC2)C(=O)OC(C)(C)C)=C1C)C